FC1=CC(=C(C=C1C=1SC=C(N1)C(=O)N1CCOCC1)NC(=O)C1=CNC(C=C1C(F)(F)F)=O)N1C[C@H](N([C@H](C1)C)C)C N-[4-fluoro-5-[4-(morpholine-4-carbonyl)-1,3-thiazol-2-yl]-2-[(3R,5S)-3,4,5-trimethylpiperazin-1-yl]phenyl]-6-oxo-4-(trifluoromethyl)-1H-pyridine-3-carboxamide